C(C)(C)(C)NC(CN(C)C=1C2=C(N=C(N1)C1=NC=CC(=C1)OCCO)CCC2)=O N-tert-butyl-2-([2-[4-(2-hydroxyethoxy)pyridin-2-yl]-5H,6H,7H-cyclopenta[d]pyrimidin-4-yl](methyl)amino)acetamide